(2,6-dichloro-4-(dibenzylamino)phenyl)(3-isopropyl-4-(methoxymethoxy)phenyl)methanol ClC1=C(C(=CC(=C1)N(CC1=CC=CC=C1)CC1=CC=CC=C1)Cl)C(O)C1=CC(=C(C=C1)OCOC)C(C)C